[Br-].CC=1C=C(NC1C)N1N([NH2+]C(=N1)C1=CC=CC=C1)C1=CC=CC=C1 3-(4,5-dimethylazol-2-yl)-2,5-diphenyl-tetrazolium bromide